FC=1C(=C(OC2=NC3=CC=CC=C3C=C2C=2NC3=CC=NC(=C3C(C2)=O)C)C=CC1F)C 2-[2-(3,4-difluoro-2-methyl-phenoxy)-3-quinolinyl]-5-methyl-1H-1,6-naphthyridin-4-one